COC(=O)C1=C(C2=C(S1)C=C(C=C2)S(NC=2C(=NC=C(C2)Cl)N2CCC(CC2)OCC)(=O)=O)OC 6-(N-(5-chloro-2-(4-ethoxypiperidin-1-yl)pyridin-3-yl)sulfamoyl)-3-methoxybenzo[b]thiophene-2-carboxylic acid methyl ester